C1(=C(C(=C(C=2C3=C(C(=C(C(=C3N(C12)C1=NC(=NC(=N1)Cl)C1=C(C=CC=C1N1C2=C(C(=C(C(=C2C=2C(=C(C(=C(C12)[2H])[2H])[2H])[2H])[2H])[2H])[2H])[2H])N1C2=C(C(=C(C(=C2C=2C(=C(C(=C(C12)[2H])[2H])[2H])[2H])[2H])[2H])[2H])[2H])[2H])[2H])[2H])[2H])[2H])[2H])[2H])[2H] 9,9'-(2-(4-(9H-carbazol-9-yl-d8)-6-chloro-1,3,5-triazin-2-yl)-1,3-phenylene)bis(9H-carbazol-1,2,3,4,5,6,7,8-d8)